COC(C)C1=C(C=C(C=C1)C)N1/C(/SCC1=O)=N/C(=O)NC1=CC=C(C=C1)C1=NN(C=N1)C1=NC=C(C=C1)C(F)(F)F (Z)-1-(3-(2-(1-methoxyethyl)-5-methylphenyl)-4-oxothiazolidin-2-ylidene)-3-(4-(1-(5-(trifluoromethyl)pyridin-2-yl)-1H-1,2,4-triazol-3-yl)phenyl)urea